N,N-bis(3-methoxybenzyl)-4-((methyl-(tetrahydro-2H-pyran-4-yl)amino)methyl)thiazol-2-amine COC=1C=C(CN(C=2SC=C(N2)CN(C2CCOCC2)C)CC2=CC(=CC=C2)OC)C=CC1